tert-butyl 2-formyl-2-methyl-pyrrolidine-1-carboxylate C(=O)C1(N(CCC1)C(=O)OC(C)(C)C)C